N=C(N)C1C=CC(N)=CC=1 p-aminobenzamidine